C1(CCC1)N1N=CC(=C1)C1=C(C(=O)O)C=C(C=C1F)NC(=O)C1(CC1)C1=CC=C(C=C1)OC(F)(F)F 2-(1-Cyclobutyl-1H-pyrazol-4-yl)-3-fluoro-5-[({1-[4-(trifluoromethoxy)phenyl]cyclopropyl}carbonyl)amino]benzoic acid